2-amino-5,6-dihydrobenzo[d]thiazol-7(4H)-one HCl Cl.NC=1SC2=C(N1)CCCC2=O